C(C)C=1N(C2=C(C(=NC(=C2)C)C)N1)C1=CC=C(C=C1)CCN 2-(4-(2-ethyl-4,6-dimethyl-1H-imidazo[4,5-c]pyridine-1-yl)phenyl)ethylamine